COCCN1CN(CN(C1)CCOC)CCOC 1,3,5-tris(2-methoxyethyl)-1,3,5-triazinane